ethyl 2-[(3R)-3-[[4-[2-hydroxy-4-(trifluoromethyl)phenyl]phthalazin-1-yl]amino]-1-piperidyl]acetate OC1=C(C=CC(=C1)C(F)(F)F)C1=NN=C(C2=CC=CC=C12)N[C@H]1CN(CCC1)CC(=O)OCC